S(=O)(=O)(C1=CC=C(C)C=C1)OC1C[C@@H](N(C1)C(=O)OCC1=CC=CC=C1)C(=O)OC 1-benzyl 2-methyl (2R)-4-(tosyloxy)pyrrolidine-1,2-dicarboxylate